FCCOC1=NC=CC=N1 2-(2-fluoroethoxy)pyrimidine